(R)-4-amino-6-(3,5-dimethylisoxazol-4-yl)-1-(1-phenylethyl)-1H-benzo[d]imidazol-2(3H)-one NC1=CC(=CC=2N(C(NC21)=O)[C@H](C)C2=CC=CC=C2)C=2C(=NOC2C)C